undecamethylenebis(dimethylpropylammonium) C[N+](CCCCCCCCCCC[N+](CCC)(C)C)(CCC)C